NC1=NC=NC2=C(C=CC=C12)C(=O)NC1=C2C=CN=C(C2=CC=C1C)NC1=CC=C(C=C1)CN(C)C 4-Amino-N-(1-((4-((dimethylamino)methyl)phenyl)amino)-6-methylisoquinolin-5-yl)quinazoline-8-formamide